Cl.FC1=C(C=CC(=C1N1C=C(C2=NC(=CC=C21)N(C2CCNCC2)C)C=2C=NC=NC2)F)NS(=O)(=O)CCC N-(2,4-difluoro-3-(5-(methyl-(piperidin-4-yl)amino)-3-(pyrimidin-5-yl)-1H-pyrrolo[3,2-b]pyridin-1-yl)phenyl)propane-1-sulfonamide hydrochloride